5-amino-2-(5-(((benzyloxy)carbonyl)amino)pentyl)-6H-thieno[3,2-b]azepine-7-carboxylic acid NC=1CC(=CC2=C(N1)C=C(S2)CCCCCNC(=O)OCC2=CC=CC=C2)C(=O)O